NC1=C2C(N(C(C2=CC=C1)=O)C1C(NC(CC1)=O)=O)=O 4-amino-2-(2,6-dioxo-3-piperidyl)isoindoline-1,3-dione